CYCLOHEXYL CYCLOHEXANECARBOXYLATE C1(CCCCC1)C(=O)OC1CCCCC1